1,1-bis[4'-(4''-amino-2''-trifluoromethylphenoxy)phenyl]cyclohexane methyl-5-fluoro-6-nitrobenzo[b]thiophene-2-carboxylate COC(=O)C1=CC2=C(S1)C=C(C(=C2)F)[N+](=O)[O-].NC2=CC(=C(OC1=CC=C(C=C1)C1(CCCCC1)C1=CC=C(C=C1)OC1=C(C=C(C=C1)N)C(F)(F)F)C=C2)C(F)(F)F